3-(4-{8-amino-3-methyl-5-[4-(methylamino)cyclohex-1-en-1-yl]imidazo[1,5-a]pyrazin-1-yl}naphthalen-1-yl)-1-[3-(trifluoromethyl)phenyl]urea NC=1C=2N(C(=CN1)C1=CCC(CC1)NC)C(=NC2C2=CC=C(C1=CC=CC=C21)NC(NC2=CC(=CC=C2)C(F)(F)F)=O)C